2-(3-Bromo-4-chloro-2-fluorophenyl)-1H-benzo[d]imidazole BrC=1C(=C(C=CC1Cl)C1=NC2=C(N1)C=CC=C2)F